NC=1C2=C(N=CN1)N(C=C2C#CC=2C=C(C=CC2)NC(=O)N2OCC[C@H]2C2=CC=CC=C2)CC (S)-N-(3-((4-amino-7-ethyl-7H-pyrrolo[2,3-d]pyrimidin-5-yl)ethynyl)phenyl)-3-phenylisoxazolidin-2-carboxamide